C(CCCCCCCO)CCCCCC/C=C/C(=O)O The molecule is an omega-hydroxy fatty acid that is (2E)-2-heptadecenoic acid in which one of the hydrogens of the terminal methyl group has been replaced by a hydroxy group. It is an omega-hydroxy fatty acid, an alpha,beta-unsaturated monocarboxylic acid, a long-chain fatty acid, a straight-chain fatty acid and a hydroxy monounsaturated fatty acid. It derives from a (2E)-2-heptadecenoic acid.